4-(2,6-dibenzyloxy-3-pyridyl)-2,3-dihydro-1,4-benzoxazin-7-amine C(C1=CC=CC=C1)OC1=NC(=CC=C1N1CCOC2=C1C=CC(=C2)N)OCC2=CC=CC=C2